NC=1C(=C(C=C2C=C(N=CC12)NC(OC1CC(C1)(O)CC)=O)C1=C(C2=C(OCCN2)N=C1)C)F (1s,3r)-3-Ethyl-3-hydroxycyclobutyl (8-amino-7-fluoro-6-(8-methyl-2,3-dihydro-1H-pyrido[2,3-b][1,4]oxazin-7-yl)isoquinolin-3-yl)carbamate